C(C)C1(COC1)COCC1(COC1)CC di[(3-ethyl-3-oxetanyl)methyl] ether